mono-phenylaminocaprolactam C1(=CC=CC=C1)NC1C(=O)NCCCC1